BrC1=C(C=C(OCCCC2C[C@@H](N(CC2)C(=O)OC(C)(C)C)C)C=C1)C(F)(F)F tert-butyl (2S)-4-(3-(4-bromo-3-(trifluoromethyl)phenoxy)propyl)-2-methylpiperidine-1-carboxylate